3-(3-Benzyl-3H-imidazo[4,5-b]pyridin-2-yl)-N-(4-methyl-benzyl)-propionamide C(C1=CC=CC=C1)N1C(=NC=2C1=NC=CC2)CCC(=O)NCC2=CC=C(C=C2)C